2-(p-methylphenyl)quinoxaline CC1=CC=C(C=C1)C1=NC2=CC=CC=C2N=C1